FC1=C(C=C(C=C1)F)C=1C=C2C(=NC1)NN=C2 5-(2,5-difluorophenyl)-1H-pyrazolo[3,4-b]pyridine